N-(3-((2-(5-fluoroisoindolin-2-yl)-2-oxoethyl)amino)adamantan-1-yl)-4'-hydroxy-[1,1'-biphenyl]-4-carboxamide hydrochloride Cl.FC=1C=C2CN(CC2=CC1)C(CNC12CC3(CC(CC(C1)C3)C2)NC(=O)C2=CC=C(C=C2)C2=CC=C(C=C2)O)=O